C(C)(C)(C)OC(=O)N1C[C@@H](CCC1)N1C(CCC1)=O.IC1=C(C=CC=C1)N=NC1=CC=CC=C1 (2-iodophenyl)-phenyl-diazene tert-butyl-(R)-3-(2-oxopyrrolidin-1-yl)piperidine-1-carboxylate